CC1(C(C(=CC(C1)=O)C)=O)[N+]#N 2,6-dimethyl-1,4-benzoquinonediazonium